4-(3-(7-Chloroimidazo[1,2-a]pyridin-2-yl)-5-thioxo-1,5-dihydro-4H-1,2,4-triazol-4-yl)benzoic acid ClC1=CC=2N(C=C1)C=C(N2)C2=NNC(N2C2=CC=C(C(=O)O)C=C2)=S